(R)-4-(3H-[1,2,3]triazolo[4,5-b]pyridin-3-yl)-N-(8-methylisoquinolin-1-yl)-N-(piperidin-3-yl)-2-(trifluoromethyl)benzamide hydrochloride salt Cl.N1=NN(C2=NC=CC=C21)C2=CC(=C(C(=O)N([C@H]1CNCCC1)C1=NC=CC3=CC=CC(=C13)C)C=C2)C(F)(F)F